OC1=C(N=C(C2=CC(=CC=C12)OC1=CC(=CC=C1)C(F)(F)F)OC)C(=O)NCC(=O)O (4-hydroxy-1-methoxy-7-(3-(trifluoromethyl)phenoxy)isoquinoline-3-carbonyl)glycine